3-fluoro-N-((1s,4s)-4-hydroxycyclohexyl)-5-((6-(1-methyl-1H-pyrazol-5-yl)-1-oxoisoquinolin-2(1H)-yl)methyl)benzamide methyl-α-carbomethoxy-p-methoxycinnamate COC(C(=CC1=CC=C(C=C1)OC)C(=O)OC)=O.FC=1C=C(C(=O)NC2CCC(CC2)O)C=C(C1)CN1C(C2=CC=C(C=C2C=C1)C1=CC=NN1C)=O